F[C@@H]1C[C@H]2[C@H](CCC3=C(O2)C(=C(C=C3)C(=O)O)F)[C@H]1\C=C\C(C1(COC1)C1=CC=CC=C1)O (1R,2R,3aS,10aR)-2,5-difluoro-1-[(1E,3ξ)-3-hydroxy-3-(3-phenyl-3-oxetanyl)-1-propen-1-yl]-2,3,3a,9,10,10a-hexahydro-1H-benzo[b]cyclopenta[f]oxepin-6-carboxylic acid